(2S)-methyl 2-(tert-butoxycarbonylamino)-4-oxo-pentanoate C(C)(C)(C)OC(=O)N[C@H](C(=O)OC)CC(C)=O